ClC(C(CC(F)(F)F)=O)C 4-chloro-1,1,1-trifluoropentan-3-one